silainine boron nitrogen [N].[B].[SiH]1=CC=CC=C1